FC1(C[C@H](CCC1)NC(=O)C=1C=CC2=C(C=3N(CCO2)C=NC3)C1)F (S)-N-(3,3-Difluorocyclohexyl)-5,6-dihydrobenzo[f]imidazo[1,5-d][1,4]oxazepine-10-carboxamide